α-hydroxy-γ-aminobutyric acid OC(C(=O)O)CCN